COC1=C(C=CC=C1)C1=NN(C(=C1)NC(C)=O)C1=NC=CC=C1 N-(3-(2-methoxyphenyl)-1-(pyridin-2-yl)-1H-pyrazol-5-yl)acetamide